FC=1C(=CC2=CN(N=C2C1)C)[N+](=O)[O-] 6-fluoro-2-methyl-5-nitro-indazole